C(C)(C)(C)N(C(O)=O)[C@@H]1C[C@H](CC1)NC1=C2C(=NC=3N1N=CC3)C3(CCCC3)C(C2)CC.C(C)C2(CCCC2)CC 1,1-diethyl-cyclopentane tert-Butyl-((1S,3S)-3-((6-ethyl-6,7-dihydrospiro[cyclopenta[d]pyrazolo[1,5-a]pyrimidine-5,1'-cyclopentane]-8-yl)amino)cyclopentyl)carbamate